(S)-(-)-1,1'-binaphthyl-2,2'-diamine C1=CC=C2C(=C1)C=CC(=C2C3=C(C=CC4=CC=CC=C43)N)N